7-nitro-2H-chromene [N+](=O)([O-])C1=CC=C2C=CCOC2=C1